7-Ethyl-1-(2-fluorophenyl)pyrido[2,3-d]pyrimidine-2,4(1H,3H)-dione C(C)C=1C=CC2=C(N(C(NC2=O)=O)C2=C(C=CC=C2)F)N1